Methyl 3-(((3R,4R)-4-methoxytetrahydrofuran-3-yl)amino)-4-nitrobenzoate CO[C@@H]1[C@@H](COC1)NC=1C=C(C(=O)OC)C=CC1[N+](=O)[O-]